4-phenyl-4,5-dihydro-1H-pyrazole-1-carbothioamide C1(=CC=CC=C1)C1C=NN(C1)C(N)=S